9,9'-((4-(2-(4,6-diphenyl-1,3,5-triazin-2-yl)phenyl)-3,6-di-o-tolylpyridine-2,5-diyl)bis(4,1-phenylene))bis(3-(tert-butyl)-9H-carbazole) C1(=CC=CC=C1)C1=NC(=NC(=N1)C1=CC=CC=C1)C1=C(C=CC=C1)C1=C(C(=NC(=C1C1=CC=C(C=C1)N1C2=CC=CC=C2C=2C=C(C=CC12)C(C)(C)C)C1=C(C=CC=C1)C)C1=CC=C(C=C1)N1C2=CC=CC=C2C=2C=C(C=CC12)C(C)(C)C)C1=C(C=CC=C1)C